3-(1-acetylpiperidine-4-yl)-5-chloro-1-((5-(5-(difluoromethyl)-1,3,4-oxadiazole-2-yl)pyridine-2-yl)methyl)-1,3-dihydro-2H-benzo[d]imidazole-2-one C(C)(=O)N1CCC(CC1)N1C(N(C2=C1C=C(C=C2)Cl)CC2=NC=C(C=C2)C=2OC(=NN2)C(F)F)=O